N1(C=NC=C1)C=1C(=NC=CC1C(F)(F)F)C(=O)NC1CCN(CC1)S(=O)(=O)C (1H-imidazol-1-yl)-N-(1-(methylsulfonyl)piperidin-4-yl)-4-(trifluoromethyl)picolinamide